2,2,6,6-tetramethyl-piperidinyl-magnesium chloride lithium chloride [Cl-].[Li+].CC1(N(C(CCC1)(C)C)[Mg]Cl)C